FC1=C(NC=2C3=C(N=CN2)C=CC(=N3)N3CCN(CC3)C(C=C)=O)C=CC(=C1C)OC1=CC3=C(N(N=N3)C)C=C1 1-[4-[4-[2-fluoro-3-methyl-4-(1-methylbenzotriazol-5-yl)oxy-anilino]pyrido[3,2-d]pyrimidin-6-yl]piperazin-1-yl]prop-2-en-1-one